1-(2-(methoxyimino)-7,7-dimethylbicyclo[2.2.1]hept-1-yl)-N-phenylmethanesulfonamide CON=C1C2(CCC(C1)C2(C)C)CS(=O)(=O)NC2=CC=CC=C2